N-[3-(6-methyl-7-oxo-6,7-dihydro-1H-pyrrolo[2,3-c]pyridin-4-yl)-4-phenoxyphenyl]acetamide CN1C(C2=C(C(=C1)C=1C=C(C=CC1OC1=CC=CC=C1)NC(C)=O)C=CN2)=O